Cl.COC=1C=CC(=NC1)COC=1C=NC=2CCNCC2C1 3-[(5-Methoxy-2-pyridyl)methoxy]-5,6,7,8-tetrahydro-1,6-naphthyridine hydrochloride